ClC=1C=C(C=NC1)NC(=O)[C@@H]1CC12CCN(CC2)C(=O)OC(C(F)(F)F)C(F)(F)F 1,1,1,3,3,3-hexafluoropropan-2-yl (R)-1-((5-chloropyridin-3-yl)carbamoyl)-6-azaspiro[2.5]octane-6-carboxylate